Tert-butyl 6-(3-(8-(bis(2-methoxyethyl)amino)-5-azaspiro[3.5]nonan-5-yl)-5-methyl-1H-pyrazol-1-yl)-2-azaspiro[3.3]heptane-2-carboxylate COCCN(C1CCN(C2(CCC2)C1)C1=NN(C(=C1)C)C1CC2(CN(C2)C(=O)OC(C)(C)C)C1)CCOC